6-bromo-N-{(1R)-1-[3-(difluoromethyl)-2-fluorophenyl]ethyl}-2-methyl-7-(trifluoromethyl)pyrido[2,3-d]pyrimidin-4-amine BrC1=CC2=C(N=C(N=C2N[C@H](C)C2=C(C(=CC=C2)C(F)F)F)C)N=C1C(F)(F)F